C1(=CC=CC=C1)C(C)N[C@@H]1C(=C2CCC1CC2)C(=O)OCC ethyl (S)-3-(1-phenylethylamino)-bicyclo[2.2.2]octene-2-carboxylate